O1C(C(CC1)CC(=O)O)CC(=O)O tetrahydrofuran-2,3-diacetic acid